FC1=C(C(=CC(=C1)C)F)[C@@H]1CCC2=NN(C(N21)=O)C21CC(C2)(C1)F (S)-5-(2,6-difluoro-4-methylphenyl)-2-(3-fluorobicyclo[1.1.1]pentan-1-yl)-2,5,6,7-tetrahydro-3H-pyrrolo[2,1-c][1,2,4]triazol-3-one